1,3,6,8-Tetraethynylpyrene C(#C)C1=CC(=C2C=CC3=C(C=C(C4=CC=C1C2=C34)C#C)C#C)C#C